2-bromo-6-(trifluoromethoxy)pyridine BrC1=NC(=CC=C1)OC(F)(F)F